C(CCC)[N+]1(C=CC=C1)CCCCCC 1-Butyl-1-hexyl-pyrrolium